S(=O)(=O)(O)[O-].[NH2+]1CCC(CC1)NC=1C=C(C=CC1)C1C(NC(CC1)=O)=O 3-[3-(piperidin-1-ium-4-ylamino)phenyl]piperidine-2,6-dione hydrogen sulfate